FC1=C(C=C(C(=C1)[N+](=O)[O-])F)NC(OC(C)(C)C)=O tert-butyl N-(2,5-difluoro-4-nitro-phenyl)carbamate